2-chloro-N-(1-(3,5-difluorophenyl)-2-hydroxyethyl)acetamide ClCC(=O)NC(CO)C1=CC(=CC(=C1)F)F